di(2-octyl-1-dodecyl) phosphate P(=O)(OCC(CCCCCCCCCC)CCCCCCCC)(OCC(CCCCCCCCCC)CCCCCCCC)[O-]